N-[(1R,3S)-3-[(7S)-7-(2-methoxypyrimidin-5-yl)-5,6,7,8-tetrahydro-[1,2,4]triazolo[4,3-a]pyridin-3-yl]cyclohexyl]-4-(oxetan-3-yloxy)-5-(trifluoromethyl)pyrimidin-2-amine COC1=NC=C(C=N1)[C@@H]1CC=2N(CC1)C(=NN2)[C@@H]2C[C@@H](CCC2)NC2=NC=C(C(=N2)OC2COC2)C(F)(F)F